CC1(C(NC(C1)C1=CC=CC=C1)=O)C 3,3-Dimethyl-5-phenylpyrrolidin-2-one